1-(pyrrolidin-1-yl)-2-(p-tolyl)prop-2-en-1-one N1(CCCC1)C(C(=C)C1=CC=C(C=C1)C)=O